(S)-N-(4-(2-fluorophenoxy)-2-(3-((methylamino)methyl)piperidin-1-yl)-3-(trifluoromethyl)phenyl)-6-(pyridazin-4-yl)pyrazine-2-carboxamide FC1=C(OC2=C(C(=C(C=C2)NC(=O)C2=NC(=CN=C2)C2=CN=NC=C2)N2C[C@@H](CCC2)CNC)C(F)(F)F)C=CC=C1